ClC1=CC=CC=2N1N=C(C2)[C@H]2N(CCC1=C2N=CN1)C(=O)C=1OC(=NN1)C=1C=NC=CC1 (S)-(4-(7-chloropyrazolo[1,5-a]pyridin-2-yl)-6,7-dihydro-1H-imidazo[4,5-c]pyridin-5(4H)-yl)(5-(pyridin-3-yl)-1,3,4-oxadiazol-2-yl)methanone